OCC(C)(C)NC1=NC(=C(C(=O)NC2=NC(=CC=C2)N2C(CCC2)=O)C=C1)N1CCC2(CC2)CC1 6-((1-hydroxy-2-methylpropan-2-yl)amino)-N-(6-(2-oxopyrrolidin-1-yl)pyridin-2-yl)-2-(6-azaspiro[2.5]octan-6-yl)nicotinamide